vinyl cyanoethyl ether C(#N)CCOC=C